C(C)N(C(=O)N[C@H](C(F)(F)F)CCC(F)(F)F)C(C(F)(F)F)C1=CC(=C2C(=N1)C=CO2)C=2N=C(C=1N(C2)C=CN1)OC 1-ethyl-3-((S)-1,1,1,5,5,5-hexafluoropentan-2-yl)-1-(2,2,2-trifluoro-1-(7-(8-methoxyimidazo[1,2-a]pyrazin-6-yl)furo[3,2-b]pyridin-5-yl)ethyl)urea